N1(CCOCC1)C1=NC=CC=C1CC1=NC=CC=C1C(=O)N [2-(4-morpholinyl)-3-pyridinyl]methyl-3-pyridinecarboxamide